C(C1=CC=CC=C1)N1C(CC2(CC1C=1N=NN(C1)C)C(N(C1=CC=C(C=C12)Cl)CC1=CC=C(C=C1)OC)=O)C benzyl-5-chloro-1-[(4-methoxyphenyl)methyl]-2'-methyl-6'-(1-methyltriazol-4-yl)spiro[indoline-3,4'-piperidin]-2-one